(E)-2-isocyano-2-(3-oxo-2,3-dihydro-1H-inden-1-ylidene)acetonitrile [N+](#[C-])/C(/C#N)=C/1\CC(C2=CC=CC=C12)=O